C(C)(=O)CCC(=S)O.FC=1C(=C(C=CC1F)[C@@H]1[C@H](O[C@]([C@@H]1C)(C)C(F)F)C(=O)NC1=CC(=NC=C1)C(=O)N)OC |o1:16,17,19,20| rel-(2s,3r,4r,5s)-4-[[3-(3,4-difluoro-2-methoxy-phenyl)-5-(difluoromethyl)-4,5-dimethyl-tetrahydrofuran-2-carbonyl]amino]pyridine-2-carboxamide 3-acetylthiopropionate